CC1(C(CC2=CC=CC=C12)NC1=CC=C(C=N1)[C@@H](C(F)(F)F)N(C(=O)C1CC2(C1)COC(NC2)=O)C)C N-((1S)-1-(6-((1,1-dimethyl-2,3-dihydro-1H-inden-2-yl)amino)pyridin-3-yl)-2,2,2-trifluoroethyl)-N-methyl-7-oxo-6-oxa-8-azaspiro[3.5]nonane-2-carboxamide